thiomorpholine 1,1-dioxide hydrochloride Cl.N1CCS(CC1)(=O)=O